Cl.C[C@@H]1CNCCO1 (2R)-2-methylmorpholine, hydrochloride